BrS(=O)Br Dibromosulfoxide